N-butyl-phosphoric triamide C(CCC)NP(N)(N)=O